6-Fluoro-1-(4-fluoro-3-(4-(thiazol-2-yl)piperazine-1-carbonyl)benzyl)quinazoline-2,4(1H,3H)-dione FC=1C=C2C(NC(N(C2=CC1)CC1=CC(=C(C=C1)F)C(=O)N1CCN(CC1)C=1SC=CN1)=O)=O